3-(morpholin-3-yl)acrylamide N1C(COCC1)C=CC(=O)N